N-[(5-fluoro-2,3-dihydrobenzofuran-4-yl)methyl]-8-iodopyrido[4,3-d]pyrimidin-5-amine FC=1C=CC2=C(CCO2)C1CNC1=NC=C(C=2N=CN=CC21)I